C(C1=CC=CC=C1)OC(=O)N[C@H]1C[C@H](N(C1=O)C(=O)OC(C)(C)C)C(=O)OC (2S,4S)-1-tert-butyl 2-methyl 4-(((benzyloxy)carbonyl)amino)-5-oxopyrrolidine-1,2-dicarboxylate